bis(2,2-dimethylpropyl) butynedioate C(C#CC(=O)OCC(C)(C)C)(=O)OCC(C)(C)C